vinyl-butene C(=C)C=CCC